BrC1=CN(C2=C1N=C(N=C2)Cl)C 7-bromo-2-chloro-5-methyl-5H-pyrrolo[3,2-d]pyrimidine